5-fluoro-2-(oxazol-2-yl)pyridine FC=1C=CC(=NC1)C=1OC=CN1